N[C@@H]1C2=CC=CC=C2CC12CCN(CC2)C=2NC(C1=C(N2)NN=C1C1(CC1)C1=CC(=CC=C1)SC)=O (S)-6-(1-amino-1,3-dihydrospiro[indene-2,4'-piperidin]-1'-yl)-3-(1-(3-(methylthio)phenyl)cyclopropyl)-1,5-dihydro-4H-pyrazolo[3,4-d]pyrimidin-4-one